sulfo-D-alanine hydrate O.S(=O)(=O)(O)N[C@H](C)C(=O)O